4-(3-((4-ethylphenyl)sulfonyl)-6-(trifluoromethoxy)quinolin-4-yl)morpholine C(C)C1=CC=C(C=C1)S(=O)(=O)C=1C=NC2=CC=C(C=C2C1N1CCOCC1)OC(F)(F)F